ClC=1C=C2C=C(N=CC2=C(N1)N=C(C1=CC=CC=C1)C1=CC=CC=C1)NC(=O)C1CC1 N-(6-chloro-8-(diphenylmethyleneamino)-2,7-naphthyridin-3-yl)cyclopropanecarboxamide